C(C)(=O)N([C@H](C(=O)O)CSC(C1=CC=CC=C1)(C1=CC=CC=C1)C1=CC=CC=C1)C(=O)OC(C)(C)C (2R)-2-[acetyl(tert-butoxycarbonyl)amino]-3-tritylsulfanyl-propanoic acid